FC1=C2C(=NN=C(C2=C(C(=C1F)F)F)C1=C(C=C(C=C1)C(F)(F)F)C(F)(F)F)C1=CC=2N(C3=CC=CC=C3C2C=C1)C1=CC=CC=C1 5,6,7,8-tetrafluoro-1-(2,4-bistrifluoromethylphenyl)-4-(N-phenyl-2-carbazolyl)phthalazine